1-((4,4-Difluorocyclohexyl)methyl)-1H-pyrazol-3-amine FC1(CCC(CC1)CN1N=C(C=C1)N)F